5-(4-fluoro-1-isopropyl-2-methyl-1H-benzo[d]imidazol-6-yl)-N-(trans-3-(2-methoxyethoxy)cyclobutyl)pyrrolo[2,1-f][1,2,4]triazin-2-amine FC1=CC(=CC=2N(C(=NC21)C)C(C)C)C=2C=CN1N=C(N=CC12)N[C@@H]1C[C@H](C1)OCCOC